1-benzyl-hexahydropyrrolo[3,4-b]pyrrol-3(2H)-one C(C1=CC=CC=C1)N1C2C(C(C1)=O)CNC2